CN1N=CC2=CC=C(C=C12)C1=C2CN(C(C2=CC=C1)=O)C(CC#N)=O 3-[4-(1-methyl-1H-indazol-6-yl)-1-oxo-2,3-dihydro-1H-isoindol-2-yl]-3-oxopropanenitrile